3-(benzyloxy)cyclobutane-1-one C(C1=CC=CC=C1)OC1CC(C1)=O